6-bromo-5-[(2-chloro-5-fluorophenyl)carbonyl]-1-(2,2,2-trifluoroethyl)benzo[d]imidazole-4-carbonitrile BrC=1C(=C(C2=C(N(C=N2)CC(F)(F)F)C1)C#N)C(=O)C1=C(C=CC(=C1)F)Cl